diethyl bromophosphate P(=O)(OCC)(OCC)Br